C(C)(C)(C)OC(=O)N=[S@@](=O)(C=1C(=NC(=CC1)C)O[C@H](C)CCCCO)N1[C@@H](CCC1)C(=O)OC Methyl ((S)-N-(tert-butoxycarbonyl)-2-(((R)-6-hydroxyhexan-2-yl)oxy)-6-methylpyridine-3-sulfonimidoyl)-L-prolinate